1,4-Bis(4-phenoxybenzoyl)benzene tert-butyl-N-[(2S)-3-hydroxy-4-methoxyl-[(3S)-2-oxopyrrolidin-3-yl]butan-2-yl]carbamate C(C)(C)(C)OC(N[C@@H](C)C(C(OC)[C@H]1C(NCC1)=O)O)=O.O(C1=CC=CC=C1)C1=CC=C(C(=O)C2=CC=C(C=C2)C(C2=CC=C(C=C2)OC2=CC=CC=C2)=O)C=C1